[Ir]=O.[Gd].[Mg] magnesium gadolinium iridium oxide